BrC=1C(=C(OCCCN2[C@H](CN(CC2)C(=O)OC(C)(C)C)C(F)(F)F)C=CC1)C tert-butyl (R)-4-(3-(3-bromo-2-methylphenoxy)propyl)-3-(trifluoromethyl)piperazine-1-carboxylate